2-bromo-3-(2-((tetrahydro-2H-pyran-2-yl)oxy)ethoxy)benzonitrile BrC1=C(C#N)C=CC=C1OCCOC1OCCCC1